(13S)-13-methyl-9,12,15-trioxa-4,5,20,21-tetraazatetracyclo[14.5.2.12,5.019,22]tetracosa-1(21),2(24),3,16(23),17,19(22)-hexaene C[C@@H]1OCCOCCCN2N=CC(C3=NNC=4C=CC(OC1)=CC34)=C2